N-tert-butyl-1-{2,5-difluoro-4-[5-(trifluoromethyl)-1,2,4-oxadiazol-3-yl]phenyl}-N-methyl-5-oxo-L-prolinamide C(C)(C)(C)N(C([C@H]1N(C(CC1)=O)C1=C(C=C(C(=C1)F)C1=NOC(=N1)C(F)(F)F)F)=O)C